ethyl 4-[(3R,5R)-5-[(1,5-dimethyl-6-oxo-pyridazin-4-yl)amino]-1-methyl-3-piperidyl]benzoate CN1N=CC(=C(C1=O)C)N[C@@H]1C[C@@H](CN(C1)C)C1=CC=C(C(=O)OCC)C=C1